C1=COC(=C1)C2C(=O)C=CO2 difuranone